5-methyl-oxazole-4-carboxylic acid {4-[2-((4S,5S)-2-amino-5-methyl-4,5-dihydro-oxazol-4-yl)-ethyl]-phenyl}-amide NC=1O[C@H]([C@@H](N1)CCC1=CC=C(C=C1)NC(=O)C=1N=COC1C)C